Methyl 4,6-difluoro-3-nitro-1H-indole-2-carboxylate FC1=C2C(=C(NC2=CC(=C1)F)C(=O)OC)[N+](=O)[O-]